FC1=CC(=C(C=C1)C=1C(=C2C(=NC1)N(C(N2)=O)[C@H](CS(=O)(=O)C)C2=NC(=C(C=C2)OC)OCC)C)OC (S)-6-(4-fluoro-2-methoxyphenyl)-3-(1-(6-ethoxy-5-methoxypyridin-2-yl)-2-(methylsulfonyl)ethyl)-7-methyl-1H-imidazo[4,5-b]pyridin-2(3H)-one